BrC=1C=NC2=CC(=C(C=C2C1)C(C)N1C=NC=2C1=NC(=CN2)Br)F 3-bromo-6-(1-(6-bromo-1H-imidazo[4,5-b]pyrazin-1-yl)ethyl)-7-fluoroquinoline